N1=NN(C2=NC=CC=C21)C2=CC(=C(C(=O)N([C@H]1CNCCC1)C1=NC=CC3=C1C=C(S3)C3=CC=C(C=C3)C(C(=O)N)(C)C)C=C2)F (R)-4-(3H-[1,2,3]triazolo[4,5-b]pyridin-3-yl)-N-(2-(4-(1-amino-2-methyl-1-oxopropan-2-yl)phenyl)thieno[3,2-c]pyridin-4-yl)-2-fluoro-N-(piperidin-3-yl)benzamide